SCCCSCC1SCCSC1CSCCCS 2,3-di-(mercaptopropylthiomethyl)-1,4-dithiane